ClCC1(CC(C1)(C)C)C(=O)N1N=CCC1C1=CC(=CC=C1)F 1-[1-(chloromethyl)-3,3-dimethylcyclobutanecarbonyl]-5-(3-fluorophenyl)-4,5-dihydro-1H-pyrazole